2-[1-(2-Difluoromethyl-pyridin-4-yl)-azetidin-3-yl]-1-(9-methyl-1,3,5,6,7,8-hexahydro-2,4,7-triaza-cyclopenta[b]naphthalen-2-yl)-ethanone FC(C1=NC=CC(=C1)N1CC(C1)CC(=O)N1CC=2C(=C(C=3CNCCC3N2)C)C1)F